[(3S,6R)-1-methyl-6-{5-[2-(trifluoromethoxy)ethoxy]-1,3,4-oxadiazol-2-yl}piperidin-3-yl]Acetamide CN1C[C@@H](CC[C@@H]1C=1OC(=NN1)OCCOC(F)(F)F)CC(=O)N